ClC1=CC=C(\C=C\2/CC3=CC=C(C=C3C2)OC)C=C1 (E)-2-(4-chlorobenzylidene)-5-methoxy-2,3-dihydro-1H-indene